((2R,4S,5R)-5-(((tert-butyldiphenylsilyl)oxy)methyl)-4-hydroxytetrahydrofuran-2-yl)-5-(trifluoromethyl)pyrimidine-2,4(1H,3H)-dione [Si](C1=CC=CC=C1)(C1=CC=CC=C1)(C(C)(C)C)OC[C@@H]1[C@H](C[C@@H](O1)N1C(NC(C(=C1)C(F)(F)F)=O)=O)O